(R)-2-(3-(1-((6-(azetidin-3-yloxy)-2-methyl-8,9-dihydrofuro[2,3-h]quinazolin-4-yl)amino)ethyl)-2-fluorophenyl)-2,2-difluoroethanol N1CC(C1)OC=1C=C2C(=NC(=NC2=C2C1OCC2)C)N[C@H](C)C=2C(=C(C=CC2)C(CO)(F)F)F